C(C)(C)(C)C=1C=C(N(N1)C1=CC=C(C=C1)C)NC(=O)NC1=CC=C(C2=CC=CC=C12)CCCN1CCOCC1 1-[5-tert-butyl-2-p-tolyl-2H-pyrazol-3-yl]-3-[4-(3-(morpholin-4-yl)propan-1-yl)naphthalen-1-yl]-urea